Cl.C(C)N(CCOC(C1=C(C=CC=C1)OC(C)=O)=O)CC 2-(diethylamino)-ethyl-2-acetoxy-benzoate hydrochloride